BrC=1C(=NC(=CC1)C=1C=NN(C1)C)C(=O)O.NC=1C(=CC(=NC1C=1C=NN(C1)C)C(=O)OC)C=1C=NN(C1C)C methyl 5-amino-4-(1,5-dimethylpyrazol-4-yl)-6-(1-methylpyrazol-4-yl)pyridine-2-carboxylate bromo-6-(1-methylpyrazol-4-yl)pyridine-2-carboxylate